CC(CCC)CCCCCCCCCOC1=C(C=C(C(=C1)CBr)OCCCCCCCCCC(C)CCC)CBr 1,4-bis((2-pentyl)nonanyloxy)-2,5-dibromomethylbenzene